ClC1=NC2=C(C3=CC=CC=C13)N(C1=CC=CC=C12)CCCN(C)C 3-(5-chloro-11H-indolo[3,2-c]isoquinolin-11-yl)-N,N-dimethyl-1-propylamine